3-methyl-2-(((S)-N-methyl-1-tritylaziridine-2-carboxamido)methyl)butanoic acid CC(C(C(=O)O)CN(C(=O)C1[N@](C1)C(C1=CC=CC=C1)(C1=CC=CC=C1)C1=CC=CC=C1)C)C